N1(N=CC=C1)C1=CC=C(CC=2C=C(C(=O)N(C(C)C)C(C)C)C=C(C2C)F)C=C1 3-(4-(1H-pyrazol-1-yl)benzyl)-5-fluoro-N,N-diisopropyl-4-methylbenzamide